C(C)(C)(C)C1=CC=C2C(NS(C3=CC=CC(NC(CC[C@H]4CC(N(C2=N1)C4)(C)C)C(=O)[O-])=N3)(=O)=O)=O (14S)-8-tert-butyl-12,12-dimethyl-2,2,4-trioxo-2λ6-thia-3,9,11,18,23-pentaazatetracyclo[17.3.1.111,14.05,10]tetracosa-1(22),5,7,9,19(23),20-hexaene-17-carboxylate